C1(=CC=CC=C1)C(CC1C(CCC1)=O)C1=CC=CC=C1 2-(2,2-diphenylethyl)cyclopentan-1-one